C(C)C1N(CCNC1)C1=CC=C(C=C1)NC1=NC2=CC=CC=C2C=N1 N-(4-(ethylpiperazin-1-yl)phenyl)quinazolin-2-amine